5-((3,3-difluoro-1-methylpiperidin-4-yl)oxy)-6-methoxyquinazolin-4-amine FC1(CN(CCC1OC1=C2C(=NC=NC2=CC=C1OC)N)C)F